7-fluoro-3-(methoxymethoxy)-8-[2-(triisopropylsilyl)ethynyl]naphthalen-1-yl trifluoromethanesulfonate FC(S(=O)(=O)OC1=CC(=CC2=CC=C(C(=C12)C#C[Si](C(C)C)(C(C)C)C(C)C)F)OCOC)(F)F